BrC=1C=C(C=CC1)N1N=CC=C1C 1-(3-bromophenyl)-5-methylpyrazole